C[Si](C)(C)OC(C(S(=O)(=O)F)(F)F)=O 2,2-difluoro-2-fluorosulfonyl-acetic acid trimethylsilyl ester